(S)-8-fluoro-N,N-dimethyl-5,6-dihydro-4H-pyrrolo[3,2,1-ij]quinolin-5-amine FC=1C=C2C[C@@H](CN3C2=C(C1)C=C3)N(C)C